1,2-diisopropylchlorobenzene C(C)(C)C1=C(C(=CC=C1)Cl)C(C)C